6-amino-2-(3,5-dichloro-4-((2-(5-methylthiophene-2-yl)-4-methylquinolin-6-yl)oxy)phenyl)-1,2,4-triazine NC1=CN=CN(N1)C1=CC(=C(C(=C1)Cl)OC=1C=C2C(=CC(=NC2=CC1)C=1SC(=CC1)C)C)Cl